FC1=CC=C(C=C1)C1=CC=2C(=NC=C(C2)C=2C=C(SC2)C(=O)NCCS(=O)(=O)O)N1 2-(4-(2-(4-fluorophenyl)-1H-pyrrolo[2,3-b]pyridin-5-yl)thiophene-2-carboxamido)ethane-1-sulfonic acid